(S)-(4-(5-fluorobenzo[d]oxazol-2-yl)-6,7-dihydro-1H-imidazo[4,5-c]pyridin-5(4H)-yl)(6-(methoxymethyl)pyrazolo[1,5-a]pyridin-3-yl)methanone FC=1C=CC2=C(N=C(O2)[C@H]2N(CCC3=C2N=CN3)C(=O)C=3C=NN2C3C=CC(=C2)COC)C1